1-methyl-8-((R)-2-methylazetidin-1-yl)-2,7-naphthyridin-3-amine CC1=NC(=CC2=CC=NC(=C12)N1[C@@H](CC1)C)N